4-(3-(6-chloro-7-fluoro-5-methoxy-1-methyl-3-(1H-pyrazol-4-yl)-1H-indol-2-yl)-1H-1,2,4-triazol-5-yl)morpholine ClC1=C(C=C2C(=C(N(C2=C1F)C)C1=NNC(=N1)N1CCOCC1)C=1C=NNC1)OC